CC=1C=C(C=CC1N1CC2CCC(C1)N2C)NC2=NC=CC=C2 2-((3-methyl-4-(8-methyl-3,8-diazabicyclo[3.2.1]oct-3-yl)phenyl)amino)pyridine